3-fluoro-4-methylphenylethanesulfonamide FC=1C=C(C=CC1C)C(C)S(=O)(=O)N